C(C1=CC=CC=C1)OCC(COCC1=CC=CC=C1)(N)COCC1=CC=CC=C1 1,3-bis(benzyloxy)-2-(benzyloxymethyl)propan-2-amine